2-(4-((6-((4-cyano-2-fluorophenoxy)methyl)pyridin-2-yl)oxy)benzyl)-1-((1-ethyl-1H-imidazol-5-yl)methyl)-1H-benzo[d]imidazole-6-carboxylic acid methyl ester COC(=O)C=1C=CC2=C(N(C(=N2)CC2=CC=C(C=C2)OC2=NC(=CC=C2)COC2=C(C=C(C=C2)C#N)F)CC2=CN=CN2CC)C1